F[P-](F)(F)(F)(F)F.[Se]1C(=NC2=C1C=CC=C2)C2=CC=[N+](C=C2)C2=CC=CC=C2 4-(Benzoselenazol-2-yl)-1-phenylpyridin-1-ium hexafluorophosphate